C[C@@]1(C(NCC1)=O)C1=NC(=NO1)C=1C(=NN(C1)C)NC1=CC=C(C=C1)C(F)(F)F (S)-3-methyl-3-(3-(1-methyl-3-((4-(trifluoromethyl)phenyl)amino)-1H-pyrazol-4-yl)-1,2,4-oxadiazol-5-yl)pyrrolidin-2-one